C1(=CC=CC=C1)C(=C(C1=CC=C(C=C1)C(=O)O)C1=CC=CC=C1)C1=CC=C(C=C1)C(=O)O 1,2-diphenyl-1,2-bis(4-carboxyphenyl)ethylene